FC=1C(=NC=CC1)CCN1CCC2(CN(CCO2)C(C)C)CC1 9-(2-(3-fluoropyridin-2-yl)ethyl)-4-isopropyl-1-oxa-4,9-diazaspiro[5.5]undecane